1-methyl-1-(2-(1-methyl-1H-imidazo[1,2-b]pyrazole-7-carbonyl)-2-azaspiro[3.3]heptan-6-yl)-3-(3-(perfluoroethyl)phenyl)urea CN(C(=O)NC1=CC(=CC=C1)C(C(F)(F)F)(F)F)C1CC2(CN(C2)C(=O)C2=C3N(N=C2)C=CN3C)C1